CC1(CCC=2C=NNC2C1)C 6,6-dimethyl-4,5,6,7-tetrahydro-1H-indazol